4-chloro-N-isopropyl-6-(4-((6-methoxypyridin-3-yl)oxy)piperidin-1-yl)-5-methylpyrimidine-2-carboxamide ClC1=NC(=NC(=C1C)N1CCC(CC1)OC=1C=NC(=CC1)OC)C(=O)NC(C)C